sodium (14Z,17Z,20R,21E,23E,27S,29Z)-20,27-dihydroxydotriaconta-14,17,21,23,29-pentaen-25-ynoate O[C@H](C\C=C/C\C=C/CCCCCCCCCCCCC(=O)[O-])\C=C\C=C\C#C[C@H](C\C=C/CC)O.[Na+]